2H-spiro[benzofuran-3,1'-cyclopropane]-2'-amine hydrochloride Cl.C12(C(C1)N)COC1=C2C=CC=C1